CN1N=C(C=C1C(=O)N[C@@H]1CCC2=CC(=CC=C12)C1=NOC(=N1)C([2H])([2H])[2H])C (R)-1,3-dimethyl-N-(5-(5-(methyl-d3)-1,2,4-oxadiazol-3-yl)-2,3-dihydro-1H-inden-1-yl)-1H-pyrazole-5-carboxamide